4-iodo-2,2,6,6-tetramethyltetrahydro-2H-pyran IC1CC(OC(C1)(C)C)(C)C